tert-Butyl 3-[4-(4,4,5,5-tetramethyl-1,3,2-dioxaborolan-2-yl)-1H-pyrazol-1-yl]propanoate CC1(OB(OC1(C)C)C=1C=NN(C1)CCC(=O)OC(C)(C)C)C